BrC1=C2CCN(C2=CC=C1)C=1C2=C(N=C(N1)C(F)F)C=C(C=N2)CN2C[C@@H](CC2)O (R)-1-((4-(4-bromoindolin-1-yl)-2-(difluoromethyl)pyrido[3,2-d]pyrimidin-7-yl)methyl)pyrrolidin-3-ol